1-fluoro-N-((6S,7S)-5-((S)-3-fluoro-2-hydroxypropanoyl)-6-((2,3',5,5'-tetrafluoro-[1,1'-biphenyl]-3-yl)methyl)-5-azaspiro[2.4]heptan-7-yl)methanesulfonamide FCS(=O)(=O)N[C@@H]1[C@@H](N(CC12CC2)C([C@@H](CF)O)=O)CC=2C(=C(C=C(C2)F)C2=CC(=CC(=C2)F)F)F